3-(trifluoromethyl)azetidine HCl salt Cl.FC(C1CNC1)(F)F